(R)-N-(4-(chlorodifluoromethoxy)phenyl)-4-hydroxy-9-(1H-pyrazol-5-yl)-1,2,3,4-tetrahydrobenzo[4,5]imidazo[1,2-a]pyridine-7-carboxamide ClC(OC1=CC=C(C=C1)NC(=O)C=1C=C(C2=C(N=C3N2CCC[C@H]3O)C1)C1=CC=NN1)(F)F